C(C)(C)C1=C(NC2=CC=C(C=C12)C1CC(NCC1)=O)C1=CC(=NC=C1)C 4-(3-isopropyl-2-(2-methylpyridin-4-yl)-1H-indol-5-yl)piperidin-2-one